dihydrobenzo-imidazole N1CNC2=C1C=CC=C2